N-((3-(1,4-dioxa-8-azaspiro[4.5]decan-8-yl)thiophen-2-yl)methyl)-2-(9-(pyridin-2-yl)-6-oxaspiro[4.5]decan-9-yl)ethanamine O1CCOC12CCN(CC2)C2=C(SC=C2)CNCCC2(CCOC1(CCCC1)C2)C2=NC=CC=C2